C1(CCC1)N1N=NC(=C1)CN1CCC(CC1)C=1C=C2CN(C(C2=CC1)=O)C1C(NC(CC1)=O)=O 3-(5-(1-((1-cyclobutyl-1H-1,2,3-triazol-4-yl)methyl)piperidin-4-yl)-1-oxoisoindolin-2-yl)piperidine-2,6-dione